Cl.Cl.FC1=C2C=C(NC2=CC=C1OC1=CC=NC2=CC(=C(C=C12)OC)OCC1(CC1)N)C 1-((4-(4-fluoro-2-methyl-1H-indol-5-yloxy)-6-methoxy-quinolin-7-yloxy)methyl)cyclopropylamine dihydrochloride